BrC1=CC=2C(C3=CC=C(C=C3C(C2C=C1)=O)Br)=O 2,6-dibromo-9,10-anthraquinone